N-(6-bromopyridazin-3-yl)-2-(N-methylmethylsulfonamido)benzamide BrC1=CC=C(N=N1)NC(C1=C(C=CC=C1)N(S(=O)(=O)C)C)=O